OCCS(=O)(=O)CC(CCC[C@](C(=O)NNC)(C)C=1C=C(CC2(CC2)C(=O)OC)C=CC1)(C)C methyl (R)-1-(3-(7-((2-hydroxyethyl)sulfonyl)-2,6,6-trimethyl-1-(2-methylhydrazineyl)-1-oxoheptan-2-yl)benzyl)cyclopropane-1-carboxylate